(S)-1-benzyl-N-(2-(hydroxymethyl)-4-methyl-5-oxo-5,6,7,8-tetrahydro-4H-pyrazolo[1,5-a][1,3]diazepin-6-yl)-1H-1,2,4-triazole-3-carboxamide C(C1=CC=CC=C1)N1N=C(N=C1)C(=O)N[C@@H]1C(N(C=2N(CC1)N=C(C2)CO)C)=O